(2-isopropylphenyl)-N-(4-methoxyphenyl)-N-methyl-1-(7-azaspiro[3.5]nonan-2-yl)piperidin-4-amine C(C)(C)C1=C(C=CC=C1)C1N(CCC(C1)N(C)C1=CC=C(C=C1)OC)C1CC2(C1)CCNCC2